COC1=CC=C(C(=O)NC2=CC(=CC=C2)OCC2(COC2)CC)C=C1 4-methoxy-N-(3-((3-ethyloxetan-3-yl)methoxy)phenyl)benzamide